O1CCC2=C1C=CC(=C2)S(=O)(=O)N2CCC(CC2)C(=O)NC=2C=CC1=C(N=C(S1)C)C2 ((2,3-dihydrobenzofuran-5-yl)sulfonyl)-N-(2-methylbenzo[d]thiazol-5-yl)piperidine-4-carboxamide